Cl.COC(=O)[C@@H]1OC[C@@H](C1)NCC1=CC=CC=C1 |r| Rac-cis-4-(benzylamino)tetrahydrofuran-2-carboxylic acid methyl ester hydrochloride